(1r,2s,3r)-3-amino-2-(3-bromo-5-chloro-7-((thiophen-2-ylmethyl)amino)thieno[3,2-b]pyridin-2-yl)cyclohexan-1-ol N[C@H]1[C@@H]([C@@H](CCC1)O)C1=C(C2=NC(=CC(=C2S1)NCC=1SC=CC1)Cl)Br